(R)-2-(7-(5-chloro-2-(isopropylamino)pyrimidin-4-yl)-1-oxopyrrolo[1,2-a]pyrazin-2(1H)-yl)-N-((S)-1-(3-fluoro-5-methoxyphenyl)-2-hydroxyethyl)propionamide ClC=1C(=NC(=NC1)NC(C)C)C=1C=C2N(C=CN(C2=O)[C@@H](C(=O)N[C@H](CO)C2=CC(=CC(=C2)OC)F)C)C1